1-propylbis-(2-octyl)phosphine C(CC)P(C(C)CCCCCC)C(C)CCCCCC